FC1=C2C(=CNC2=C(C=C1)[N+](=O)[O-])I 4-fluoro-3-iodo-7-nitro-1H-indole